2-(5-(cyclopropyl((1R,2R,3S,5S)-2-fluoro-8-azabicyclo[3.2.1]octan-3-yl)amino)pyrazin-2-yl)-5-(2-fluoro-6-methoxypyridin-4-yl)phenol C1(CC1)N(C=1N=CC(=NC1)C1=C(C=C(C=C1)C1=CC(=NC(=C1)OC)F)O)[C@@H]1[C@@H]([C@H]2CC[C@@H](C1)N2)F